BrC=1C=C2N(N=CC(=C2N[C@@H]2COCC2)/C(/N)=N/C2=C(C=C(C=C2)O[Si](C)(C)C(C)(C)C)CC)C1 (S,Z)-6-bromo-N'-(4-((tert-butyldimethylsilyl)oxy)-2-ethylphenyl)-4-((tetrahydrofuran-3-yl)amino)pyrrolo[1,2-b]pyridazine-3-carboximidamide